(1S,7S,8S)-2-(2,7-Dichloro-8-iodopyrido[4,3-d]pyrimidin-4-yl)-8-fluoro-5-oxa-2-azabicyclo[5.1.0]octane ClC=1N=C(C2=C(N1)C(=C(N=C2)Cl)I)N2[C@@H]1[C@H]([C@@H]1COCC2)F